triethoxy(isooctyl)trimethoxysilane C(C)OC(O[Si](OC)(OC)CCCCCC(C)C)(OCC)OCC